CN(C1=CC=C(C=C1)C#C)C 4-dimethylaminophenylvinylene